The molecule is an aflatoxin having a tetrahydrocyclopenta[c]furo[3',2':4,5]furo[2,3-h]chromene skeleton with oxygen functionality at positions 1, 4 and 11. It has a role as a human metabolite and a carcinogenic agent. It is an aflatoxin, an aromatic ether and an aromatic ketone. COC1=C2C3=C(C(=O)CC3)C(=O)OC2=C4[C@@H]5C=CO[C@@H]5OC4=C1